(E)-2-(2-methylphenyl)-methoxyiminoacetic acid methyl ester COC(/C(/C1=C(C=CC=C1)C)=N/OC)=O